FC=1C=CC(=C2C=CNC12)B1OC(C(O1)(C)C)(C)C 7-fluoro-4-(tetramethyl-1,3,2-dioxaborolan-2-yl)-1H-indole